2-(2-oxabicyclo[2.1.1]hex-4-yl)-7-isopropoxyimidazo[1,2-a]pyrimidine-6-carboxylic acid C12OCC(C1)(C2)C=2N=C1N(C=C(C(=N1)OC(C)C)C(=O)O)C2